CC1CN(CCN1C)C1=CC(=C(C=C1[N+](=O)[O-])N1N=NC(=C1)C(=O)[O-])F 1-(4-(3,4-dimethylpiperazin-1-yl)-2-fluoro-5-nitrophenyl)-1H-1,2,3-triazole-4-carboxylate